C(C1=CC=CC=C1)N1C[C@]2(CC[C@@](C1)(N2C(=O)OC(C)(C)C)C)F Tert-butyl (1S,5S)-3-benzyl-1-fluoro-5-methyl-3,8-diazabicyclo[3.2.1]octane-8-carboxylate